1,1'-[1,3-phenylenebis-(methylene)]bis-1,5,9-triazacyclododecane C1(=CC(=CC=C1)CN1CCCNCCCNCCC1)CN1CCCNCCCNCCC1